2-((benzo[d]thiazol-5-ylmethyl)(cyclopropyl)amino)-2-oxoacetic acid S1C=NC2=C1C=CC(=C2)CN(C(C(=O)O)=O)C2CC2